5-((5-chloro-2-(2-(trifluoromethyl)morpholino)pyrimidin-4-yl)amino)-3-(3-hydroxy-3-methylbutyl)-1-methyl-1,3-dihydro-2H-benzo[d]imidazol-2-one ClC=1C(=NC(=NC1)N1CC(OCC1)C(F)(F)F)NC1=CC2=C(N(C(N2CCC(C)(C)O)=O)C)C=C1